ClC1=CC=C(C=C1)C1=C(CCC(C1)(C)C)CN1CCN(CCC1)C(=O)C=1C(=C2CN(C(C2=CC1)=O)C1C(NC(CC1)=O)=O)F 3-(5-(4-((4'-chloro-5,5-dimethyl-3,4,5,6-tetrahydro-[1,1'-biphenyl]-2-yl)methyl)-1,4-diazepane-1-carbonyl)-4-fluoro-1-oxoisoindolin-2-yl)piperidine-2,6-dione